methyl-1-(3-acetyl benzyl)-5-(methylcarbamoyl)-6-oxo-1,6-dihydropyridine-3-carboxylate COC(=O)C1=CN(C(C(=C1)C(NC)=O)=O)CC1=CC(=CC=C1)C(C)=O